1-(thien-3-ylmethyl)pyridylbromide S1C=C(C=C1)CN1C(C=CC=C1)Br